CC=1N=C2N(N=C(C=C2C)C=2C=C3C=CN(C(C3=C(C2)NC)=O)C2CN(CC2)C(=O)OC(C)(C)C)C1 tert-butyl 3-(6-(2,8-dimethylimidazo[1,2-b]pyridazin-6-yl)-8-(methylamino)-1-oxoisoquinolin-2(1H)-yl)pyrrolidine-1-carboxylate